(Naphthalen-2-ylmethoxy)-2-methylpyrazolo[1,5-a]quinazoline C1=C(C=CC2=CC=CC=C12)COC=1C(=NN2C1N=CC1=CC=CC=C21)C